5-((4-(4-((9-cyclopentyl-8-(phenylamino)-9H-purin-2-yl)amino)phenyl)piperazin-1-yl)methyl)-2-(2,4-dioxotetrahydropyrimidin-1(2H)-yl)isoindoline-1,3-dione C1(CCCC1)N1C2=NC(=NC=C2N=C1NC1=CC=CC=C1)NC1=CC=C(C=C1)N1CCN(CC1)CC=1C=C2C(N(C(C2=CC1)=O)N1C(NC(CC1)=O)=O)=O